2,3-dihydro-benzofuran-5-carboxylic acid [2-(4-methyl-piperazin-1-yl)-benzooxazol-5-yl]-amide CN1CCN(CC1)C=1OC2=C(N1)C=C(C=C2)NC(=O)C=2C=CC1=C(CCO1)C2